O1C(=CC=C1)C1(CC(=CC=C1)C1=CC=C(C=C1)OCCBr)\C=C\C(=O)C1=CC=CC=C1 1-(furan-2-yl)-3-(4-(2-bromoethoxy)phenyl)-chalcone